ClC1=C(C)C=CC=C1Cl 2,3-Dichlorotoluene